N[C@@H]1[C@H]([C@@H]([C@H](O[C@H]1C)NC1=C2NC=NC2=NC=N1)O)O (2S,3S,4R,5R,6S)-5-amino-6-methyl-2-(7H-purin-6-ylamino)tetrahydropyran-3,4-diol